CC1(OB(OC1(C)C)C=1C=NN(C1)C1CNCC1)C 3-[4-(4,4,5,5-tetramethyl-1,3,2-dioxaborolan-2-yl)-1H-pyrazol-1-yl]pyrrolidin